5-bromo-2-hydroxy-N-(3-(methylsulfonyl)phenyl)-3-(trifluoromethoxy)benzenesulfonamide BrC=1C=C(C(=C(C1)S(=O)(=O)NC1=CC(=CC=C1)S(=O)(=O)C)O)OC(F)(F)F